4-methacryloxy-2-hydroxybenzophenone C(C(=C)C)(=O)OC1=CC(=C(C(=O)C2=CC=CC=C2)C=C1)O